acryloylaminopyridinium thiocyanate [S-]C#N.C(C=C)(=O)N[N+]1=CC=CC=C1